[N+](=O)([O-])C1=CC=C(C=C1)C=1OC2=C(C3=C(N1)C=CC1=CC=CC=C13)C=CC=C2 6-(4-nitrophenyl)benzo[f]naphtho[2,1-d][1,3]oxazepine